COC=1C=NC=CC1B(O)O 3-METHOXYPYRIDINE-4-BORONIC ACID